1-(4-(((6-(2-fluoropyridin-4-yl)-1-(3-morpholinopropyl)-1H-indazol-4-yl)amino)methyl)piperidin-1-yl)-2,2-dimethylpropan-1-one FC1=NC=CC(=C1)C1=CC(=C2C=NN(C2=C1)CCCN1CCOCC1)NCC1CCN(CC1)C(C(C)(C)C)=O